COC(=O)C1=NN(C(C=C1O)=O)C1=C(C=CC=C1)C.C(C)C(COC(=O)C1=CC=C(NN2NC(=CC(=N2)NC2=CC=C(C=C2)C(=O)OCC(CCCC)CC)NC2=CC=C(C=C2)C(=O)OCC(CCCC)CC)C=C1)CCCC 2,4,6-Tris[4-(2-ethylhexyloxycarbonyl)anilino]Triazine methyl-4-hydroxy-1-(2-methylphenyl)-6-oxo-1,6-dihydropyridazine-3-carboxylate